tert-butyl-4-methoxyphenol COC1C=CC(O)=C(C(C)(C)C)C=1.COC1C=CC(O)=CC=1C(C)(C)C